N1=CC(=CC=C1)COC1=C(C([O-])=N)C=CC=C1 2-(pyridin-3-ylmethoxy)benzimidate